N-((2-(2-methoxy-5-(pyridin-4-yl)phenyl)-1,6-naphthyridin-7-yl)methyl)-4-methyl-3-(methylsulfonyl)benzamide COC1=C(C=C(C=C1)C1=CC=NC=C1)C1=NC2=CC(=NC=C2C=C1)CNC(C1=CC(=C(C=C1)C)S(=O)(=O)C)=O